(2S,3R)-2-aminopentacosane-1,3-diol N[C@@H](CO)[C@@H](CCCCCCCCCCCCCCCCCCCCCC)O